cyclobutanecarboxylic acid ditosylate S(=O)(=O)(O)C1=CC=C(C)C=C1.S(=O)(=O)(O)C1=CC=C(C)C=C1.C1(CCC1)C(=O)O